COC=1C=C(C=CC1)C1=NC=CC(=C1N)N 2-(3-methoxyphenyl)pyridine-3,4-diamine